2'-bromo-3-chloro-4-((4-methoxybenzyl)oxy)-5',6-dimethyl-2H-[1,4'-bipyridin]-2-one BrC1=NC=C(C(=C1)N1C(C(=C(C=C1C)OCC1=CC=C(C=C1)OC)Cl)=O)C